OCCNCCNC(=O)[C@@H]1CC2=CC[C@H]3[C@@H]4CC[C@H]([C@@H](CCCC(C)C)C)[C@]4(CC[C@@H]3[C@]2(CC1)C)C N-[2-[(2-hydroxyethyl)amino]ethyl]-(3β)-cholest-5-ene-3-carboxamide